2-thiourea-13C N[13C](=S)N